OC=1N=CC=C2C1N(C=C2C=2N(C1=CC=CC(=C1C2)NS(=O)(=O)C)[C@H](C2CCOCC2)C2=CC=CC=C2)C (R)-N-(2-(7-hydroxy-1-methyl-1H-pyrrolo[2,3-c]pyridin-3-yl)-1-(phenyl(tetrahydro-2H-pyran-4-yl)methyl)-1H-indol-4-yl)methanesulfonamide